N-[(1S)-2,3-dihydro-1H-inden-1-yl]-1-phenyl-4-(propan-2-yl)-1H-benzotriazole-5-carboxamide [C@@H]1(CCC2=CC=CC=C12)NC(=O)C1=C(C2=C(N(N=N2)C2=CC=CC=C2)C=C1)C(C)C